CN(C1CCC(CC1)C1(OC2=C(O1)C(=CC(=C2C)C(=O)NCC=2C(NC(=CC2SC)C)=O)C2=CSC=C2)C)C 2-(4-(dimethylamino)cyclohexyl)-2,4-dimethyl-N-((6-methyl-4-(methylthio)-2-oxo-1,2-dihydropyridine-3-yl)methyl)-7-(thiophen-3-yl)benzo[d][1,3]dioxol-5-carboxamide